FC=1C(=NC=2N(C1)C=C(N2)C2=NC=C(C=C2O)N2N=CC=N2)C=2CC(NC(C2)(C)C)(C)C 2-(6-fluoro-7-(2,2,6,6-tetramethyl-1,2,3,6-tetrahydropyridin-4-yl)imidazo[1,2-a]pyrimidin-2-yl)-5-(2H-1,2,3-triazol-2-yl)pyridin-3-ol